C(#N)C1=CC=C(CN2N=C(C=C2C(=O)NC2CC2)C(=O)NC)C=C1 1-(4-Cyanobenzyl)-N5-cyclopropyl-N3-methyl-1H-pyrazole-3,5-dicarboxamide